8-[(2s,5r)-2,5-diethyl-4-[(4-fluorophenyl)methyl]piperazin-1-yl]-5-methyl-6-oxo-5,6-dihydro-1,5-naphthyridine-2-carbonitrile C(C)[C@@H]1N(C[C@H](N(C1)CC1=CC=C(C=C1)F)CC)C1=CC(N(C=2C=CC(=NC12)C#N)C)=O